[Li].[Co].[Mn] manganese-cobalt-lithium